N1(CCCCCC1)C=1N=C(C2=C(C=NNC2=O)N1)NC1=CC(=CC=C1)CO 2-(Azepan-1-yl)-4-((3-(hydroxymethyl)phenyl)amino)pyrimido[4,5-d]pyridazin-5(6H)-on